Cl.Cl.C(C1=CC=CC=C1)OC1=CC=C(C=C1)[C@H]1[C@@H](C1)NCC(=O)N1CCN(CC1)C 2-(((trans)-2-(4-(benzyloxy)phenyl)cyclopropyl)amino)-1-(4-methylpiperazin-1-yl)ethanone dihydrochloride